NCC(CNCC(C)N)C N1-(3-amino-2-methylpropyl)propane-1,2-diamine